CC1CN(CC(N1)C)C(=O)C1=NC(=NC(=C1)CN[C@H]1[C@@H](C1)C1=CC=C(C=C1)F)C1=CC=C(C#N)C=C1 4-(4-(3,5-dimethyl-piperazine-1-carbonyl)-6-((((1R,2S)-2-(4-fluoro-phenyl)cyclopropyl)amino)methyl)pyrimidin-2-yl)benzonitrile